BrC=1C(=C(C=CC1)P(C1=CC=CC=C1)C1=CC=CC=C1)CBr bromo(bromomethyl)triphenylphosphine